(S)-1-(7-(1-(3,5-Difluorobenzyl)piperidin-3-yl)-2-methylpyrazolo[1,5-a]pyrimidin-3-yl)-N-((tetrahydro-2H-pyran-4-yl)methyl)methanamine FC=1C=C(CN2C[C@H](CCC2)C2=CC=NC=3N2N=C(C3CNCC3CCOCC3)C)C=C(C1)F